COC1=NC=NC(=C1C(=O)N)OC 4,6-dimethoxypyrimidine-5-carboxamide